(5-deaza-5,6,7,8-tetrahydropteroyl)-L-ornithine C(C1=CC=C(NCC2CNC=3N=C(N)NC(=O)C3C2)C=C1)(=O)N[C@@H](CCCN)C(=O)O